tert-butyl 4-((6aR,7R,10aS)-9-cyano-7,10a-dimethyl-8-oxo-4-phenyl-5,6,6a,7,8,10a-hexahydrobenzo[h]quinazolin-2-yl)piperidine-1-carboxylate C(#N)C1=C[C@@]2([C@H](CCC=3C(=NC(=NC23)C2CCN(CC2)C(=O)OC(C)(C)C)C2=CC=CC=C2)[C@H](C1=O)C)C